C(C)(=O)NC1=CC(=C(OC=2C=CC(=C(C2)C2=CC=C(C=C2)C(=O)N)O)C(=C1)Cl)Cl 5'-(4-acetamido-2,6-dichlorophenoxy)-2'-hydroxy-[1,1'-biphenyl]-4-carboxamide